(S)-γ-amino-3-fluorobenzenepropanol N[C@@H](CCO)C1=CC(=CC=C1)F